CC1([C@@H]2CC=C3C(NCCCOC4=CC(=CC(O1)=C4[C@@H]2C3)C(C)(CCCCCC)C)O)C (4R,19R)-5,5-dimethyl-9-(2-methyloctan-2-yl)-6,12-dioxa-16-azatetracyclo[9.6.3.04,19.07,20]icosa-1,7(20),8,10-tetraen-17-ol